OC1=C(C(=CC(=C1)C)C)N1N=C2N=C(NC(C2=C1)=O)C1=NC=CC=C1 2-(2-hydroxy-4,6-dimethylphenyl)-6-(pyridin-2-yl)-2,5-dihydro-4H-pyrazolo[3,4-d]pyrimidin-4-one